ClC1=C2NC(C(=NC2=CC=C1CN1CCN(CC1)C=1C=CC(=NC1C)C(=O)NC([2H])([2H])[2H])C)=O 5-(4-((5-chloro-2-methyl-3-oxo-4H-quinoxalin-6-yl)methyl)piperazin-1-yl)-6-methyl-N-(Methyl-d3)pyridine-2-carboxamide